ethyl {[4-nitro-1-phenyl-5-(1H-tetrazol-5-yl)-1H-pyrazol-3-yl]sulfanyl}acetate [N+](=O)([O-])C=1C(=NN(C1C1=NN=NN1)C1=CC=CC=C1)SCC(=O)OCC